(ethane-1,2-diylbis(oxy))bis(ethane-2,1-diyl) bis(2-(4-(1-oxoisoindolin-2-yl)phenyl)propanoate) O=C1N(CC2=CC=CC=C12)C1=CC=C(C=C1)C(C(=O)OCCOCCOCCOC(C(C)C1=CC=C(C=C1)N1C(C2=CC=CC=C2C1)=O)=O)C